C(C)(C)OC1=NN(C=C1NC=O)C(C(F)(F)F)C N-(3-isopropoxy-1-(1,1,1-trifluoropropan-2-yl)-1H-pyrazol-4-yl)formamide